BrCC1=CC2=C(N(N=N2)C(=O)OC(C)(C)C)C=C1 tert-butyl 5-(bromomethyl)-1H-benzo[d][1,2,3]triazole-1-carboxylate